C(#N)C([C@H](C[C@H]1C(NCC1)=O)NC([C@H](CC(C)C)NC(=O)C=1NC2=CC=CC(=C2C1)OC)=O)NCC(=O)O 2-[[(2S)-1-cyano-2-[[(2S)-2-[(4-methoxy-1H-indole-2-carbonyl)amino]-4-methyl-pentanoyl]amino]-3-[(3S)-(S)-oxopyrrolidin-3-yl]propyl]amino]acetic acid